(E)-3-hydroxy-2-(7H-pyrrolo[2,3-d]pyrimidin-4-yl)acrylaldehyde O/C=C(/C=O)\C=1C2=C(N=CN1)NC=C2